1-(4-(6-((5-methylthiazol-2-yl)amino)-1-(1,1,1-trifluoropropan-2-yl)-1H-pyrrolo[3,2-c]pyridin-4-yl)-3,6-dihydropyridin-1(2H)-yl)prop-2-en-1-one CC1=CN=C(S1)NC1=CC2=C(C(=N1)C=1CCN(CC1)C(C=C)=O)C=CN2C(C(F)(F)F)C